8-methoxy-2-(pyridin-3-yl)-2,3-dihydrobenzo[b][1,4]dioxin COC1=CC=CC2=C1OC(CO2)C=2C=NC=CC2